tert-butyl (3R,5S)-4-(6-cyano-7-(2-fluoro-3-methylphenyl)-1-(2-isopropyl-4-methylpyridin-3-yl)-2-oxo-1,2-dihydropyrido[2,3-d]pyrimidin-4-yl)-3,5-dimethylpiperazine-1-carboxylate C(#N)C1=CC2=C(N(C(N=C2N2[C@@H](CN(C[C@@H]2C)C(=O)OC(C)(C)C)C)=O)C=2C(=NC=CC2C)C(C)C)N=C1C1=C(C(=CC=C1)C)F